BrC1=NN(C2=C(C=CC(=C12)OC)C(=O)NC(C)C1=CC(=CC=C1)C(CO)(F)F)COCC[Si](C)(C)C bromo-N-{1-[3-(1,1-difluoro-2-hydroxyethyl)phenyl]ethyl}-4-methoxy-1-{[2-(trimethylsilyl)ethoxy]methyl}-1H-indazole-7-carboxamide